3-Fluoro-4-(4-((2-fluoro-4-(hydroxymethyl)phenyl)thio)piperidin-1-yl)benzonitrile FC=1C=C(C#N)C=CC1N1CCC(CC1)SC1=C(C=C(C=C1)CO)F